(2S)-tert-butyl 2-((4-fluoro-2-(hydroxymethyl)phenyl) (hydroxy) methyl)azetidine-1-carboxylate FC1=CC(=C(C=C1)C([C@H]1N(CC1)C(=O)OC(C)(C)C)O)CO